CNC(O)=O.C(N)(OC)=O methyl carbamate (methylcarbamate)